bis(4-tert-octylbenzene) sulfite S(=O)(O)O.C(C)(C)(CC(C)(C)C)C1=CC=CC=C1.C(C)(C)(CC(C)(C)C)C1=CC=CC=C1